ClC1=NC=C(C=C1NS(=O)(=O)C1=C(C=CC=C1F)F)C=1C=C2C(=NC=NC2=CC1)N1CCN(CC1)C(\C=C\C(C)=O)=O (E)-N-(2-chloro-5-(4-(4-(4-oxopent-2-enoyl)piperazin-1-yl)quinazolin-6-yl)pyridin-3-yl)-2,6-difluorobenzenesulfonamide